3-(4-(4-(2-(((1r,4r)-4-(dibenzylamino)cyclohexyl)(methyl)amino)ethyl)piperazin-1-yl)-3,5-difluorophenyl)piperidine-2,6-dione C(C1=CC=CC=C1)N(C1CCC(CC1)N(CCN1CCN(CC1)C1=C(C=C(C=C1F)C1C(NC(CC1)=O)=O)F)C)CC1=CC=CC=C1